(3S)-6-(2-chloroethyl)-1,1-difluoro-5-azaspiro[2.4]heptane-5,6-dicarboxylic acid 5-(tert-butyl) 6-methyl ester COC(=O)C1(N(C[C@@]2(CC2(F)F)C1)C(=O)OC(C)(C)C)CCCl